tert-butyl (S)-2-cyano-3-nitro-6a,7,9,10-tetrahydropyrazino[1,2-d]pyrido[3,2-b][1,4]oxazine-8(6H)-carboxylate C(#N)C=1C(=CC=2OC[C@H]3N(C2N1)CCN(C3)C(=O)OC(C)(C)C)[N+](=O)[O-]